7-bromo-indole isonitrile N#[C-].BrC=1C=CC=C2C=CNC12